COC=1C=C(C=CC1B(O)O)C1=CC=C(C=C1)C=1NC(C2=C(N1)CCSC2)=O (3-methoxy-4'-(4-oxo-3,5,7,8-tetrahydro-4H-thiopyrano[4,3-d]pyrimidin-2-yl)-[1,1'-biphenyl]-4-yl)boronic acid